C12CN(CC2C1)C1=NC2=C(C=C(C=C2C(N1OC(C)(C)C)=O)C)C(C)NC=1C(=NC(=CC1)Cl)C(=O)O 3-((1-(2-(3-Azabicyclo[3.1.0]hexan-3-yl)-3-(tert-butoxy)-6-methyl-4-oxo-3,4-dihydro-quinazolin-8-yl)ethyl)amino)-6-chloropicolinic acid